FC1=CC=C(C=C1)C=1O[C@@H]([C@]([C@@](C1)(O)OCC1=CC=CC=C1)(O)OCC1=CC=CC=C1)C(O)OCC1=CC=CC=C1 1-p-fluorophenyl-3,4,6-tribenzyloxy-D-glucal